2-[1-[(2R)-2-(2-hydroxyethoxy)-2-phenylethyl]-5-methyl-6-(1,3-oxazol-2-yl)-2,4-dioxo-1H,2H,3H,4H-thieno[2,3-d]pyrimidin-3-yl]-2-methylpropionic acid OCCO[C@@H](CN1C(N(C(C2=C1SC(=C2C)C=2OC=CN2)=O)C(C(=O)O)(C)C)=O)C2=CC=CC=C2